capryl peroxide CCCCCCCC(=O)OOC(=O)CCCCCCC